4-({6-[2-amino-3-(1H-imidazol-5-yl)propionyl]-2-[(4-cyanophenyl)amino]-5H,6H,7H,8H-pyrido[4,3-d]pyrimidin-4-yl}oxy)-3,5-dimethylbenzonitrile NC(C(=O)N1CC2=C(N=C(N=C2OC2=C(C=C(C#N)C=C2C)C)NC2=CC=C(C=C2)C#N)CC1)CC1=CN=CN1